Cl.C(#N)C[C@@H]1N(CCNC1)C(=O)OCC1=CC=CC=C1 Benzyl (S)-2-(cyanomethyl)piperazine-1-carboxylate hydrochloride